2-[[(1R)-1-(6-methyl-4-oxo-2-phenyl-3-thiazol-5-yl-benzopyran-8-yl)ethyl]amino]benzoic acid tert-butyl ester C(C)(C)(C)OC(C1=C(C=CC=C1)N[C@H](C)C1=CC(=CC=2C(C(=C(OC21)C2=CC=CC=C2)C2=CN=CS2)=O)C)=O